CC1=C(C(=CC=C1)C)C1=CC=C(C=C1)[C@H](CC(=O)OCC)NC(=O)NC=1C(N(C=CC1O)C)=O Ethyl (S)-3-(2',6'-Dimethylbiphenyl-4-yl)-3-(3-(4-hydroxy-1-methyl-2-oxo-1,2-dihydropyridin-3-yl)ureido)propanoat